2-(5-((1s,3s)-3-aminocyclobutoxy)pyrazin-2-yl)-5-(1H-imidazol-1-yl)phenol NC1CC(C1)OC=1N=CC(=NC1)C1=C(C=C(C=C1)N1C=NC=C1)O